C(\C=C\C1=CC(O)=C(O)C=C1)(=O)[O-] 3-trans-caffeate